CO[Si](C(C)CCCCC(CC)[Si](OC)(OC)OC)(OC)OC 2,7-bis(trimethoxysilyl)nonane